1-cyclopropyl-6-fluoro-8-methoxy-7-(1-methyl-octahydro-6H-pyrrolo[3,4-b]pyridin-6-yl)-4-oxo-1,4-dihydroquinoline-3-carboxylic acid C1(CC1)N1C=C(C(C2=CC(=C(C(=C12)OC)N1CC2N(CCCC2C1)C)F)=O)C(=O)O